COP(OC)(=O)CC1=C(C=CC(=C1)CBr)COC1OCCCC1 (5-(bromomethyl)-2-(((tetrahydro-2H-pyran-2-yl)oxy)methyl)benzyl)phosphonic acid dimethyl ester